CN1C(CC2=CC=CC=C12)=O 1-methyl-2-oxoindolin